(1R,3S)-N1-([1,2,4]Triazolo[4,3-a]pyridin-3-yl)-N3-(2-bromo-5-(trifluoromethyl)pyrazolo[1,5-a]pyrimidin-7-yl)cyclohexane-1,3-diamine N=1N=C(N2C1C=CC=C2)N[C@H]2C[C@H](CCC2)NC2=CC(=NC=1N2N=C(C1)Br)C(F)(F)F